S1C(N=CC=C1)=O [1,3]Thiazine-2-one